cyclopentene-1-carboxamide C1(=CCCC1)C(=O)N